FC=1C=C(C=C(C1N1CCNCC1)F)C=1C=C2C(=NC1)NC=C2C(C2=C(C(=CC=C2F)NS(N(C)CC)(=O)=O)F)=O 5-(3,5-difluoro-4-piperazin-1-yl-phenyl)-3-[3-[[ethyl-(methyl)sulfamoyl]amino]-2,6-difluoro-benzoyl]-1H-pyrrolo[2,3-b]pyridine